3-(1,1,1-trifluoro-2-methylpropan-2-yl)iso-propylAzole-5-amine FC(C(C)(C)C1=C(NC(=C1)N)C(C)C)(F)F